NC1=CC(=CN=N1)C=1C=C(C=2C=NNC2C1)NCCOCCCCNCC1=CC(=CC(=C1)OC(F)(F)F)CCOC 6-(6-aminopyridazin-4-yl)-N-(2-(4-((3-(2-methoxyethyl)-5-(trifluoromethoxy)benzyl)amino)butoxy)ethyl)-1H-indazol-4-amine